CN1C(C2(C3=C1C=NC=1C=CC(=CC31)C=3C=C(C(=NC3)N3CC1(CN(C1)C(=O)OC(C)(C)C)C3)[N+](=O)[O-])CCC2)=O tert-Butyl 6-(5-(3'-methyl-2'-oxo-2',3'-dihydrospiro[cyclobutane-1,1'-pyrrolo[2,3-c]quinolin]-8'-yl)-3-nitropyridin-2-yl)-2,6-diazaspiro[3.3]heptane-2-carboxylate